6-(4-bromophenyl)-2,4-dimethyl-1H-pyrrolo[3,4-c]pyridine-1,3(2H)-dione BrC1=CC=C(C=C1)C1=CC2=C(C(=N1)C)C(N(C2=O)C)=O